CN1C(CC2=CC(=CC=C12)B1OC(C(O1)(C)C)(C)C)=O 1-methyl-5-(4,4,5,5-tetramethyl-1,3,2-dioxaborolan-2-yl)indoline-2-one